N1=C(C=CC=C1)C1(CCOC2(CCCC2)C1)OCCCO 3-((9-(Pyridin-2-yl)-6-oxaspiro[4.5]decan-9-yl)oxy)propan-1-ol